ClC1=C(C=CC=C1)[C@H]1CC[C@H](N1C(=O)C1=CC(=C(C=C1)C1=CC(=CC=C1)NS(=O)(=O)C)F)C(=O)O (2S,5R)-5-(2-chlorophenyl)-1-(2-fluoro-3'-(methylsulfonylamino)-[1,1'-biphenyl]-4-carbonyl)pyrrolidine-2-carboxylic acid